C1CCC2=C(C=3CCCC3C=C12)N1N=C(C=C1)CNC(OCC1=CC=CC=C1)=O Benzyl ((1-(1,2,3,5,6,7-hexahydro-s-indacen-4-yl)-1H-pyrazol-3-yl)methyl)carbamate